C1(CC1)C=1C(=NON1)C(=O)N[C@@H](C(C1CC1)C1CC1)C(=O)NC1=NC=CC(=C1)[C@@H](COC)N1C(N[C@@H](C1)C(F)(F)F)=O 4-cyclopropyl-N-((S)-1,1-dicyclopropyl-3-((4-((S)-2-methoxy-1-((S)-2-oxo-4-(trifluoromethyl)imidazolidin-1-yl)ethyl)pyridin-2-yl)amino)-3-oxopropan-2-yl)-1,2,5-oxadiazole-3-carboxamide